5,10-di(4-hydroxyphenyl)-15,20-diphenylporphyrin OC1=CC=C(C=C1)C=1C2=CC=C(N2)C(=C2C=CC(C(=C3C=CC(=C(C=4C=CC1N4)C4=CC=C(C=C4)O)N3)C3=CC=CC=C3)=N2)C2=CC=CC=C2